6-(2,3-difluorophenyl)-4-(1-{[6-(methoxymethyl)-2-pyridinyl]methyl}-1H-1,2,3-triazol-4-yl)-2-pyrimidinylamine FC1=C(C=CC=C1F)C1=CC(=NC(=N1)N)C=1N=NN(C1)CC1=NC(=CC=C1)COC